ClC1=CC(=C(C=C1)OB(O)O)CO (4-chloro-2-(hydroxymethyl)phenyl)boric acid